C(C)(C)(C)OC(=O)NC1=C(C=C(C=C1)C1=CC(=CC(=C1)C(F)(F)F)F)C(=O)N1[C@@H](CN(CC1)C(=O)OC(C)(C)C)C(=O)OC 1-(tert-butyl) 3-methyl (S)-4-(4-((tert-butoxycarbonyl)amino)-3'-fluoro-5'-(trifluoromethyl)-[1,1'-biphenyl]-3-carbonyl)piperazine-1,3-dicarboxylate